6-chloro-1-(cis-3-(ethylsulfonyl)cyclobutoxy)-2,7-naphthyridine-4-carbaldehyde ClC=1C=C2C(=CN=C(C2=CN1)O[C@@H]1C[C@@H](C1)S(=O)(=O)CC)C=O